1-bromo-5-fluoro-2-methyl-4-nitro-benzene BrC1=C(C=C(C(=C1)F)[N+](=O)[O-])C